NC1=CC(=NC=C1)N(C(C)=O)C1=CC(=CC(=C1)OC)F N-(4-Aminopyridin-2-yl)-N-(3-fluoro-5-methoxyphenyl)acetamide